3-butoxycarbonyl-3-tert-butylpiperidine C(CCC)OC(=O)C1(CNCCC1)C(C)(C)C